FC1=C(C(=C(C=C1OC)OC)F)C#C[Si](C)(C)C 2-(2,6-difluoro-3,5-dimethoxy-phenyl)ethynyl-trimethyl-silane